CN(S(=O)(=O)C1=CC=CC2=CC=CC=C12)CCNC(OC(C)(C)C)=O tert-butyl N-[2'-(N-methylnaphthalene-1-sulfonamido)ethyl]carbamate